CC1=CC=C(C=C1)C=1SC2=C(N1)CC[C@@]1([C@H]3CC[C@]4([C@H]([C@@H]3CCC12)CCC4=O)C)C (5aR,5bS,7aS,10aS,10bR)-2-(4-methylphenyl)-5a,7a-dimethyl-4,5,5a,5b,6,7,7a,9,10,10a,10b,11,12,12a-tetradecahydro-8H-cyclopenta[7,8]phenanthro[2,1-d]thiazol-8-one